FC=1C(=NC(=NC1)NC=1C=C2CC(NC2=CC1)=O)NC=1C=C(C=CC1)NC(C=C)=O N-(3-(5-fluoro-2-(2-oxoindolin-5-ylamino)pyrimidin-4-ylamino)phenyl)acrylamide